N-(4-chloro-2,3-dihydrobenzofuran-3-yl)-1-[(2R)-2-(4-cyclopropyltriazol-1-yl)-3,3-dimethyl-butyryl]-4-hydroxy-pyrrolidine-2-carboxamide ClC1=CC=CC2=C1C(CO2)NC(=O)C2N(CC(C2)O)C([C@@H](C(C)(C)C)N2N=NC(=C2)C2CC2)=O